3-Bromo-benzylbromide BrC=1C=C(CBr)C=CC1